O1SN=CC=C1 oxthiazine